O=C1NC(CCC1N(C=1C=C(C=CC1)C1C(CN(CC1)C(=O)OC(C)(C)C)(F)F)C)=O tert-butyl 4-[3-[(2,6-dioxo-3-piperidyl)-methyl-amino]phenyl]-3,3-difluoro-piperidine-1-carboxylate